2-(4-(4-hydroxy-3-(allyl)benzyl)-3,5-dimethylphenyl)-3,5-dioxo-2,3,4,5-tetrahydro-1,2,4-triazin-6-carbonitrile OC1=C(C=C(CC2=C(C=C(C=C2C)N2N=C(C(NC2=O)=O)C#N)C)C=C1)CC=C